[I-].C(N)(=O)N1C=[N+](C=C1)C N-carbamoyl-3-methylimidazolium iodide